COC(=O)C1=CC=C(C=C1)[C@H]1CC2(CC(C2)=O)CCN1C(=O)OC(C)(C)C |r| (RS)-tert-butyl 6-(4-(methoxycarbonyl)phenyl)-2-oxo-7-azaspiro[3.5]nonane-7-carboxylate